anthraquinonedisulfonate C=1(C(=CC=C2C(C3=CC=CC=C3C(C12)=O)=O)S(=O)(=O)[O-])S(=O)(=O)[O-]